bisdecanyl-dimethylammonium bromide [Br-].C(CCCCCCCCC)[N+](C)(C)CCCCCCCCCC